FC(C1=NC=CC(=C1)NC(=O)NC=1C=NC=2N(C1[C@H](C)OC)N=C(C2)F)F (S)-1-(2-(difluoromethyl)pyridin-4-yl)-3-(2-fluoro-7-(1-methoxyethyl)pyrazolo[1,5-a]pyrimidin-6-yl)urea